Cl.Cl.FC=1C(=NC=CC1)CN (3-fluoro-2-pyridyl)methanamine dihydrochloride